ethyl 2-(4-acetylpiperazin-1-yl)-3-oxobutanoate C(C)(=O)N1CCN(CC1)C(C(=O)OCC)C(C)=O